Methyl-2-[4-[(imidazo[1,2-a]pyrimidine-6-carbonylamino)methyl]phenyl]-1,3-benzoxazole CC1=CC=CC2=C1N=C(O2)C2=CC=C(C=C2)CNC(=O)C=2C=NC=1N(C2)C=CN1